ClC1=C(C=C(N=N1)NC(C(C)(C)C)=O)C N-(6-Chloro-5-methylpyridazin-3-yl)pivalamide